(S)-2-(1-((4-(N-(thiazol-2-yl)sulfamoyl)phenyl)amino)hexyl)malonic acid dimethyl ester COC(C(C(=O)OC)[C@H](CCCCC)NC1=CC=C(C=C1)S(NC=1SC=CN1)(=O)=O)=O